bisMethyl-Formamide CN(C=O)C